tert-butyl (R)-(1-(4-(2-(cyclopropanecarboxamido)-5-fluoropyridin-4-yl)-2-methylphenyl)ethyl)carbamate C1(CC1)C(=O)NC1=NC=C(C(=C1)C1=CC(=C(C=C1)[C@@H](C)NC(OC(C)(C)C)=O)C)F